FC1=CC=C(CC2=CC3=C(C=4N2C=NN4)C(CN3C(=O)OC(C)(C)C)(C)C)C=C1 tert-butyl 5-(4-fluorobenzyl)-9,9-dimethyl-8,9-dihydro-7H-pyrrolo[3,2-c][1,2,4]triazolo[4,3-a]pyridine-7-carboxylate